perfluoro(3,6-dimethyl-4,7-dioxadecanoyl) acrylate C(C=C)(=O)OC(C(C(OC(C(OC(C(C(F)(F)F)(F)F)(F)F)(C(F)(F)F)F)(F)F)(C(F)(F)F)F)(F)F)=O